N-(2-(3-hydroxy-2-methyl-4-oxo-pyridyl)ethyl)-4-(2-fluorobenzyloxy)phthalimide OC1C(=NC=C(C1=O)CCN1C(C=2C(C1=O)=CC(=CC2)OCC2=C(C=CC=C2)F)=O)C